N-Butyric Acid C(CCC)(=O)O